4-bromo-1-{[2-(trimethylsilyl)ethoxy]methyl}-1H-indole BrC1=C2C=CN(C2=CC=C1)COCC[Si](C)(C)C